3-(3,5-di-tert-butyl-4-hydroxyphenyl)-propanamide C(C)(C)(C)C=1C=C(C=C(C1O)C(C)(C)C)CCC(=O)N